C(C(=O)C)N1N=C(C(=C1[N+](=O)[O-])N)[N+](=O)[O-] 1-acetonyl-4-amino-3,5-dinitropyrazole